BrC1=C(C=CC=C1)NC1=NC(=NC=C1C(=O)N)NC1=C(C=C2CCN(CC2=C1)C1CC(C1)OC)OC 4-[(2-bromophenyl)amino]-2-{[6-methoxy-2-(3-methoxycyclobutyl)-1,2,3,4-tetrahydroisoquinolin-7-yl]amino}pyrimidine-5-carboxamide